N[C@@H](CC1=CC(=C(C(=O)O)C=C1)Cl)C(=O)O (S)-4-(2-Amino-2-carboxyethyl)-2-chlorobenzoic acid